4-(4-((4-(2,6-dioxopiperidin-3-yl)-3-fluorobenzyl)(methyl)amino)piperidin-1-yl)-N-(5-((R)-2-methoxy-2-phenylacetyl)-1,4,5,6-tetrahydropyrrolo[3,4-c]pyrazol-3-yl)benzamide O=C1NC(CCC1C1=C(C=C(CN(C2CCN(CC2)C2=CC=C(C(=O)NC=3C4=C(NN3)CN(C4)C([C@@H](C4=CC=CC=C4)OC)=O)C=C2)C)C=C1)F)=O